COC1=CC=C(CN(C=2N=C(C3=C(C=NNC3=O)N2)NCCOC)CC2=CC=C(C=C2)OC)C=C1 2-(Bis(4-methoxybenzyl)amino)-4-((2-methoxyethyl)amino)pyrimido[4,5-d]pyridazin-5(6H)-one